CNC=1N=C(C(=NC1C=1C2=C(C=NC1)N(C=N2)C)C(=O)N)NC=2C=NC(=C(C2)C)N2[C@H](COCC2)C 5-(methylamino)-6-(3-methylimidazo[4,5-c]pyridin-7-yl)-3-[[5-methyl-6-[(3S)-3-methylmorpholin-4-yl]-3-pyridinyl]amino]pyrazine-2-carboxamide